CC1=NC2=CC(=CC=C2N=C1N1CCOCC1)C 2,7-dimethyl-3-morpholinoquinoxalin